(1S,3S)-3-((6-(3-(Methyl (((benzyloxy)carbonyl)amino)methyl)-5-chlorothiophen-2-yl)-2-methylpyridin-3-yl)oxy)cyclohexane-1-carboxylate CC(C1=C(SC(=C1)Cl)C1=CC=C(C(=N1)C)O[C@@H]1C[C@H](CCC1)C(=O)[O-])NC(=O)OCC1=CC=CC=C1